ClC1=CC=C(C=C1)CCC1(CO1)C(C)(C)C 2-[2-(4-chlorophenyl)ethyl]-2-(1,1-dimethyl-ethyl) ethylene oxide